C(C)(C)(C)OC(=O)NC1(CC1)C1=C2C=CC=[N+](C2=CC=C1)[O-] 5-(1-((tert-butoxycarbonyl)amino)cyclopropyl)quinoline 1-oxide